CS(=O)(=O)OC1CCN(CC1)S(=O)(=O)C (1-methylsulfonyl-4-piperidinyl) methanesulfonate